FC1=C(C=CC(=C1)F)N1C(C2=CC=CC=C2C(=N1)C1=CC(=CC=C1)S(=O)(=O)C)=O 2-(2,4-Difluorophenyl)-4-(3-(methyl-sulfonyl)phenyl)phthalazin-1(2H)-one